2-(N-methylpiperazino)ethylamine CN1CCN(CC1)CCN